COC(=O)C1=CC=NC2=CC=C(C=C12)Br 6-Bromoquinoline-4-carboxylic acid methyl ester